O=C1NC(CCC1N1C(C2=CC=C3C(=C2C1)COC31CCN(CC1)CC=1C=C(C=CC1)NC(C1=CC=C(C=C1)C)=O)=O)=O N-(3-((7-(2,6-dioxopiperidin-3-yl)-6-oxo-1,6,7,8-tetrahydrospiro[furo[3,4-e]isoindole-3,4'-piperidin]-1'-yl)methyl)phenyl)-4-methylbenzamide